benzyl-2-(diethylamino)butanamide C(C1=CC=CC=C1)C(C(=O)N)(CC)N(CC)CC